C(C)(C)(C)OC(=O)NC1=CN(C2=CC=C(C=C12)O)C(=O)OC(C)(C)C tert-Butyl 3-((tert-butoxycarbonyl)amino)-5-hydroxy-1H-indole-1-carboxylate